FC1=C(OC=2N=CC(=NC2)NC(C(=C)N2CC(N(CC2)C(=O)[C@@H]2CNC(CO2)=O)(C)C)=O)C=CC(=C1)F (S)-N-(5-(2,4-difluorophenoxy)pyrazin-2-yl)-2-(3,3-dimethyl-4-((S)-5-oxomorpholine-2-carbonyl)piperazin-1-yl)propenamide